(2R,4R)-1-(3-chloro-2,6-difluorobenzyl)-4-((3-fluoro-4-(1-hydroxycyclopropyl)-6-((5-methyl-1H-pyrazol-3-yl)amino)pyridin-2-yl)methyl)-2-methylpiperidine-4-carboxylic acid ClC=1C(=C(CN2[C@@H](C[C@@](CC2)(C(=O)O)CC2=NC(=CC(=C2F)C2(CC2)O)NC2=NNC(=C2)C)C)C(=CC1)F)F